2-Amino-6-(2-(3-methylisoxazol-4-yl)ethyl)-7-oxo-6-phenyl-4,5,6,7-tetrahydrobenzo[b]thiophene-3-carboxamide NC1=C(C2=C(S1)C(C(CC2)(C2=CC=CC=C2)CCC=2C(=NOC2)C)=O)C(=O)N